NC[C@@H](CCOCCC(=O)N(C)C)N1C(C=CC1=O)=O (R)-3-(4-amino-3-(2,5-dioxo-2,5-dihydro-1H-pyrrol-1-yl)butoxy)-N,N-dimethylpropanamide